(1r,3r)-3-(cyanoamino)-N-[5-cyclohexyl-4-(1-cyclopropyl-1H-pyrazol-4-yl)-1,3-thiazol-2-yl]cyclobutane-1-carboxamide C(#N)NC1CC(C1)C(=O)NC=1SC(=C(N1)C=1C=NN(C1)C1CC1)C1CCCCC1